ClC1=CC(=NC(=N1)C)OCC=1N=C2N(C=C(C=C2N2C(OC3(COC3)C2)=O)C2CC2)C1 7-(2-(((6-chloro-2-methylpyrimidin-4-yl)oxy)methyl)-6-cyclopropylimidazo[1,2-a]pyridin-8-yl)-2,5-dioxa-7-azaspiro[3.4]octan-6-one